N=C1C(=CC=2C(=NC=C(C2O1)C)CO)C(=O)N 2-imino-5-hydroxymethyl-8-methyl-2H-pyrano[3,2-c]pyridine-3-carboxamide